FC=1C(=NC(=NC1)N[C@H]1[C@@H](COCC1)O)C=1C=C(C=2N(C1)C(=C(N2)C)C(C)C)F (3S,4R)-4-((5-fluoro-4-(8-fluoro-3-isopropyl-2-methylimidazo[1,2-a]pyridin-6-yl)pyrimidin-2-yl)amino)tetrahydro-2H-pyran-3-ol